(E)-N-(4-(N'-hydroxy-N-phenylcarbamimidoyl)phenyl)acetamide O\N=C(\NC1=CC=CC=C1)/C1=CC=C(C=C1)NC(C)=O